C(N)(=O)C1CCN(CC1)C1=CC=C(C=C1)NC(=O)C=1C(NC=CC1NC1=C(C2=C(OCCN2)N=C1)C)=O N-(4-(4-carbamoylpiperidin-1-yl)phenyl)-4-((8-methyl-2,3-dihydro-1H-pyrido[2,3-b][1,4]oxazin-7-yl)amino)-2-oxo-1,2-dihydropyridine-3-carboxamide